[1,3,4]thiadiazol-2-yl-carbamic acid phenyl ester C1(=CC=CC=C1)OC(NC=1SC=NN1)=O